3-(trishydroxysilyl)propane-1-sulfonic acid O[Si](CCCS(=O)(=O)O)(O)O